ClC1=C(C=C(C(=C1)F)C(=O)N[C@@H](CO)C1=CC=CC=C1)C(=O)NC1=C(C=C(C=C1)C(F)(F)F)C |o1:11| 4-chloro-6-fluoro-N1-[(1R*)-2-hydroxy-1-phenylethyl]-N3-[2-methyl-4-(trifluoromethyl)phenyl]benzene-1,3-dicarboxamide